NC1=CC(=C(C=C1)C1=CN=C(S1)[C@@H]1CC[C@H](CC1)NC(OC(C)C)=O)S(NC(CO)(C)C)(=O)=O trans-isopropyl N-[4-[5-[4-amino-2-[(2-hydroxy-1,1-dimethyl-ethyl) sulfamoyl]phenyl]thiazol-2-yl]cyclohexyl]carbamate